C(C)(C)(C)OC(=O)N[C@H]1[C@@H](CCC1)C(=O)NC (1R,2R)-2-((t-butoxycarbonyl)amino)-N-methylcyclopentanecarboxamide